2-(3-fluoro-5-(2H-1,2,3-triazol-2-yl)pyridin-2-yl)-7-(2,2,6,6-tetramethylpiperidin-4-yl)imidazo[1,2-a]pyrimidine FC=1C(=NC=C(C1)N1N=CC=N1)C=1N=C2N(C=CC(=N2)C2CC(NC(C2)(C)C)(C)C)C1